ClC1=C(C=C(C=N1)\C=N\S(=O)C(C)(C)C)F (E)-N-((6-chloro-5-fluoropyridin-3-yl)methylene)-2-methylpropane-2-sulfinamide